COC(=O)C1NC(C(C1C1=CC=CC=C1)(C#N)C#N)C1=CC=C(C=C1)C 4,4-dicyano-3-phenyl-5-(4-methylphenyl)-pyrrolidine-2-carboxylic acid methyl ester